O=C1N(C(C2=CC=CC=C12)=O)C(C(=O)OC)CCCC(CC)=O methyl (1,3-dioxoisoindol-2-yl)-6-oxooctanoate